(3,5-dimethoxybenzyloxy)benzylidene-3-isobutylthiazolidine-2,4-dione COC=1C=C(COC(C2=CC=CC=C2)=C2C(N(C(S2)=O)CC(C)C)=O)C=C(C1)OC